NC1=CC(=C(C(=C1)Cl)SC=1C=C(C(NC1)=O)C(C)C)Cl 5-((4-amino-2,6-dichlorophenyl)thio)-3-isopropylpyridin-2(1H)-one